N-[3-oxo-3-[4-(4-pyridyl)-1-piperazinyl]propyl]-2,1,3-benzothiadiazole-4-sulfonamide O=C(CCNS(=O)(=O)C1=CC=CC2=NSN=C21)N2CCN(CC2)C2=CC=NC=C2